COC(=O)[C@@H]1[C@H]2C([C@H]2CN1C([C@H](C(C)(C)C)NC(=O)OC(C)(C)C)=O)(C)C (1R,2S,5S)-3-((S)-2-((tert-butoxycarbonyl)amino)-3,3-dimethylbutyryl)-6,6-dimethyl-3-azabicyclo[3.1.0]Hexane-2-carboxylic acid methyl ester